NC=1SC(=CN1)CN1CCC(CC1)C(=O)NCC1=CC=C(C=C1)OC 1-((2-aminothiazol-5-yl)methyl)-N-(4-methoxybenzyl)piperidine-4-carboxamide